2-(2-((3R,4R)-3-Amino-4-fluoro-1-piperidinyl)-5,6-difluoro-1H-benzimidazol-1-yl)-1-(1-piperidinyl)ethanon N[C@@H]1CN(CC[C@H]1F)C1=NC2=C(N1CC(=O)N1CCCCC1)C=C(C(=C2)F)F